FC1=C(CNC(=O)[C@H]2N(C[C@@H](C2)O)C([C@H](C(C)(SC(C2=CC=CC=C2)(C2=CC=CC=C2)C2=CC=CC=C2)C)NC(OCC2C3=CC=CC=C3C=3C=CC=CC23)=O)=O)C=CC(=C1)C1=C(N=CS1)C (9H-fluoren-9-yl)methyl ((R)-1-((2S,4R)-2-((2-fluoro-4-(4-methylthiazol-5-yl)benzyl)carbamoyl)-4-hydroxypyrrolidin-1-yl)-3-methyl-1-oxo-3-(tritylthio)butan-2-yl)carbamate